COC=1C=C(C=NC1)NC(OC[C@@H]1OC2=C(C3=C(N=C(S3)C3=C4N=CC(=NC4=CC(=C3)C)OC)C(=C2)C)OC1)=O (R)-(2-(2-methoxy-7-methylquinoxalin-5-yl)-4-methyl-7,8-dihydro-[1,4]dioxino[2',3':3,4]benzo[1,2-d]thiazol-7-yl)methyl (5-methoxypyridin-3-yl)carbamate